(1-(5-iodopyridin-2-yl)piperidin-4-yl)methanol Methyl-(3-{4-[(tert-Butoxycarbonyl)amino]-3-fluorophenoxy}phenyl)acetate CC(C(=O)OCC1CCN(CC1)C1=NC=C(C=C1)I)C1=CC(=CC=C1)OC1=CC(=C(C=C1)NC(=O)OC(C)(C)C)F